C(C=CC=C)=O penta-2,4-dien-1-one